(S)-1-(1-(2-(3-fluoro-6-methoxy-1,5-naphthyridinyl)ethyl)piperidin-4-yl)-2-(p-tolyl)ethan-1-ol FC=1C(=NC2=CC=C(N=C2C1)OC)CCN1CCC(CC1)[C@H](CC1=CC=C(C=C1)C)O